((((4-((S)-2-((S)-2-(3-(2,5-dioxo-2,5-dihydro-1H-pyrrol-1-yl) propanamido)-3-methylbutanamido)-5-ureidovaleramido) benzyl) oxy) (hydroxy) phosphoryl) oxy)-4-methylpentanoate O=C1N(C(C=C1)=O)CCC(=O)N[C@H](C(=O)N[C@H](C(=O)NC1=CC=C(COP(=O)(O)OC(C(=O)[O-])CC(C)C)C=C1)CCCNC(=O)N)C(C)C